Formylanthranilate C(=O)OC(C=1C(N)=CC=CC1)=O